FC1(CCC(CC1)(N1CCN(CC1)C(CC)=O)C1=CC=C(C=C1)[C@H](C)NC1=NC=C2C=CC(N(C2=C1)C(C)C)=O)F 7-{[(1S)-1-{4-[4,4-difluoro-1-(4-propionylpiperazin-1-yl)cyclohexyl]phenyl}ethyl]amino}-1-(propan-2-yl)-1,6-naphthyridin-2(1H)-one